6-butyl-3-((4-(2-fluoro-3-methylpyridin-4-yl)phenyl)sulfonyl)-5-(4-methyl-3,4-dihydroquinolin-1(2H)-yl)pyridine-2,4-diol C(CCC)C1=C(C(=C(C(=N1)O)S(=O)(=O)C1=CC=C(C=C1)C1=C(C(=NC=C1)F)C)O)N1CCC(C2=CC=CC=C12)C